CC1=NN(N=C1)CCC[Si](OCC)(OCC)OCC 4-Methyl-2-[3-(triethoxysilyl)propyl]-1,2,3-triazole